[Cl-].C(C)[N+]1=CC=CC=C1CCCCCCCCCCCCCCCC Ethyl-6-cetylpyridinium chloride